8-bromo-2-chloro-3-(2-methoxyethyl)-6-methyl-quinazolin-4-one BrC=1C=C(C=C2C(N(C(=NC12)Cl)CCOC)=O)C